dimethyloctane ammonium chloride [Cl-].[NH4+].CC(CCCCCCC)C